5-(4,4-difluorocyclohexyl)-N-((6-(piperazin-1-yl)pyridin-2-yl)methyl)-7H-pyrrolo[2,3-d]pyrimidin-4-amine FC1(CCC(CC1)C1=CNC=2N=CN=C(C21)NCC2=NC(=CC=C2)N2CCNCC2)F